C(C=C)(=O)OCCCCCCCCCCCCCCC[Si](C)(C)Br acryloxypentadecylbromodimethylsilane